COC(=O)C1=CC=C(C=C1)[C@@H]1C=C(CCN1C(=O)OCC1=CC=CC=C1)C=1N=NC=CC1 benzyl (S)-6-(4-(methoxycarbonyl) phenyl)-4-(pyridazin-3-yl)-3,6-dihydropyridine-1(2H)-carboxylate